N-(4-{4,7-diamino-1-methyl-1H-pyrazolo[4,3-c]pyridin-3-yl}-2-[(4-fluorophenyl)methoxy]phenyl)ethane-1-sulfonamide NC1=NC=C(C2=C1C(=NN2C)C2=CC(=C(C=C2)NS(=O)(=O)CC)OCC2=CC=C(C=C2)F)N